cyano-3-(4-methylphenyl)acrylic acid C(#N)C(C(=O)O)=CC1=CC=C(C=C1)C